COCCN1CC(CC1)C(=O)N (2-methoxyethyl)pyrrolidine-3-carboxamide